C(C)OC(CC(O)C=1C(=C2C(NC(=NN2C1CCC)C1=C(C=CC(=C1)S(=O)(=O)N1CCN(CC1)C)OCC)=O)C)=O Ethyl-3-(2-(2-ethoxy-5-((4-methylpiperazin-1-yl)sulfonyl) phenyl)-5-methyl-4-oxo-7-propyl-3,4-dihydropyrrolo[2,1-f][1,2,4]triazin-6-yl)-3-hydroxypropanoate